3-((2S)-2-hydroxy-3-(8-(4-methyl-3,4-dihydro-2H-benzo[b][1,4]oxazin-6-ylsulfonyl)-1-oxa-8-azaspiro[4.5]dec-3-ylamino)propoxy)-N-methylbenzenesulfonamide O[C@H](COC=1C=C(C=CC1)S(=O)(=O)NC)CNC1COC2(C1)CCN(CC2)S(=O)(=O)C2=CC1=C(OCCN1C)C=C2